N[C@@H]1[C@@H]([C@@H]([C@H](C1)C(=O)N[C@@H](C12CCC(CC1)(C2)F)C2=C(C(=CC=C2F)Cl)F)O)O |&1:2,3| (1S,2RS,3SR,4S)-4-amino-N-((S)-(3-chloro-2,6-difluorophenyl)(4-fluorobicyclo[2.2.1]heptan-1-yl)methyl)-2,3-dihydroxycyclopentane-1-carboxamide